ClC=1C(=C(CNC(CN(C(CN2N=C(C3=CC(=CC=C23)N)C(=O)N)=O)C2CC2)=O)C=CC1)F (2-((2-((3-chloro-2-fluorobenzyl)amino)-2-oxoethyl)(cyclopropyl)amino)-2-oxoethyl)-5-amino-1H-indazole-3-carboxamide